(R)-N-(3-bromo-1-(tetrahydrofuran-3-yl)-1H-pyrrolo[2,3-c]pyridin-5-yl)acetamide BrC1=CN(C2=CN=C(C=C21)NC(C)=O)[C@H]2COCC2